ClC1=C(C=C2C[C@@H](N3C(C2=C1)=C(C(C(=C3)C(=O)OC)=O)F)C(C)C)OCCCOC methyl (R)-10-chloro-1-fluoro-6-isopropyl-9-(3-methoxypropoxy)-2-oxo-6,7-dihydro-2H-pyrido[2,1-a]isoquinoline-3-carboxylate